[2'-(Amino)[1,1'-biphenyl]-2-yl][bis(1,1-dimethylethyl)[2',4',6'-tris(1-methylethyl)[1,1'-biphenyl]-2-yl]phosphine] NC1=C(C=CC=C1)C1=C(C=CC=C1)C=1C(=C(C=CC1)C1=C(C=C(C=C1C(C)C)C(C)C)C(C)C)P(C(C)(C)C)C(C)(C)C